2-hydroxy-5-nonyl-acetophenone OC(C)CCC(CCCC)CC(=O)C1=CC=CC=C1